FC=1C=C(C(=O)NC2CCC(CC2)NC2=CC(=NC3=CC=CC=C23)C(F)(F)F)C=C(C1)F 3,5-difluoro-N-[(1s,4s)-4-{[2-(trifluoromethyl)quinolin-4-yl]amino}cyclohexyl]benzamide